bis-(2,4-di-tert-butylphenyl)-pentaerythritol diphosphite OP(O)OP(O)O.C(C)(C)(C)C1=C(C=CC(=C1)C(C)(C)C)C(O)(C(CO)(CO)CO)C1=C(C=C(C=C1)C(C)(C)C)C(C)(C)C